C(C)N(C1=NC=2N(C(=N1)C1=CN(C3=CC=CC=C13)C)N=CC2)CC 2-diethylamino-4-(1-methylindol-3-yl)pyrazolo[1,5-a][1,3,5]triazine